NC=1C=CC(=C(C1)NC(C(=O)NC(C)C1=CC=CC2=CC=CC=C12)=O)C N1-(5-Amino-2-methylphenyl)N2-(R)-(1-(naphthalen-1-yl)ethyl)oxalamide